N-[1-(4-Fluorobenzyl)-2,3-dihydro-1H-indol-5-yl]-2-(4-fluorophenyl)-acetamide FC1=CC=C(CN2CCC3=CC(=CC=C23)NC(CC2=CC=C(C=C2)F)=O)C=C1